CC=1C=NN2C1C(N(CC2)C2=C(C=C(C=C2)C=2N=CC1=C(N2)C=CC(=N1)C(F)(F)F)C)=O 3-methyl-5-(2-methyl-4-(6-(trifluoromethyl)pyrido[3,2-d]pyrimidin-2-yl)phenyl)-6,7-dihydropyrazolo[1,5-a]pyrazin-4(5H)-one